S1C=CC2=C1C1=C(C=C2)C=2C=CC=3C=CC=CC3C2C=C1 phenanthrobenzothiophene